2-[3-chloro-4-[(2-isopropylimidazol-1-yl)methyl]phenyl]-4-isobutyl-benzenesulfonamide ClC=1C=C(C=CC1CN1C(=NC=C1)C(C)C)C1=C(C=CC(=C1)CC(C)C)S(=O)(=O)N